ortho-nitrochlorobenzene C1=CC=C(C(=C1)[N+](=O)[O-])Cl